allylsulfonic acid, sodium salt [Na+].C(C=C)S(=O)(=O)[O-]